C(C)N1C(=NC2=C1C=CC=C2)C2=CC=C(C(=O)NO)C=C2 4-(1-ethyl-1H-benzo[d]imidazol-2-yl)-N-hydroxybenzoamide